NC1=CC=C(C=C1)N1CCN(CC1)C=1C=C2C(=NN(C(C2=CC1)=O)C1C(NC(CC1)=O)=O)C 3-(6-(4-(4-aminophenyl)piperazin-1-yl)-4-methyl-1-oxophthalazin-2(1H)-yl)piperidine-2,6-Dione